(S)-2-(2,5-difluoro-4-(6-(pyrazolo[1,5-a]pyridin-2-ylmethoxy)pyridin-2-yl)benzyl)-1-(oxetan-2-ylmethyl)-1H-benzo[d]imidazole-6-carboxylic acid FC1=C(CC2=NC3=C(N2C[C@H]2OCC2)C=C(C=C3)C(=O)O)C=C(C(=C1)C1=NC(=CC=C1)OCC1=NN3C(C=CC=C3)=C1)F